ClC=1C(=NC(=NC1)NC1=C(C=C(C=C1)N1CCC(CC1)CN1CCC(CC1)C(=O)OC(C)(C)C)OC)NC1=C(C=CC=C1)N(S(=O)(=O)C)C tertiary butyl 1-((1-(4-((5-chloro-4-((2-(N-methylmethylsulfonamido)phenyl)amino)pyrimidin-2-yl)amino)-3-methoxyphenyl)piperidin-4-yl)methyl)piperidin-4-carboxylate